ClC=1C(=NC(=NC1)NC1=CC(=C(C=C1OC)N1CC2(C1)CCC(CC2)CC#N)CC)NC2=C(C(=C(C=C2)C)C)P(=O)(C)C 2-(2-(4-((5-Chloro-4-((2-(dimethylphosphoryl)-3,4-dimethylphenyl)amino)pyrimidin-2-yl)amino)-2-ethyl-5-methoxyphenyl)-2-azaspiro[3.5]nonan-7-yl)acetonitrile